CN1[C@H](CCC1)C1=CC=2C=NC(=CC2N1)NC(C1=NC=C(C=C1)C=1C=NNC1)=O (R)-N-(2-(1-methylpyrrolidin-2-yl)-1H-pyrrolo[3,2-c]pyridin-6-yl)-5-(1H-pyrazol-4-yl)picolinamide